N-((6'-(2,6-difluoro-3,5-dimethoxyphenyl)-7'-oxo-6',7'-dihydro-5'h-spiro[cyclopropane-1,8'-pyrido[4,3-d]pyrimidin]-2'-yl)methyl)acrylamide FC1=C(C(=C(C=C1OC)OC)F)N1CC2=C(N=C(N=C2)CNC(C=C)=O)C2(C1=O)CC2